1-(2-propynyloxy)propan-2-ylsulfate C(C#C)OCC(C)OS(=O)(=O)[O-]